BrC=1C=C(C=CC1)COCC(=O)OC(C)(C)C t-butyl [(3-bromophenyl)methoxy]acetate